CS(=O)(=O)O.N[C@H]1CCCC=2C=3C1=C1C(=NC3C=C(C2C)F)C2=CC3=C(C(N2C1)=O)COC([C@]3(O)CC)=O (1S,10S)-1-Amino-10-ethyl-6-fluoro-10-hydroxy-5-methyl-3,4,13,16-tetrahydro-1H-cyclohepta[de]pyrano[3',4':6,7]indolizino[1,2-b]quinoline-11,14(2H,10H)-dione methanesulfonate